CN(C(OC(C)(C)C)=O)[C@H]1CN(CCC1)C=1C=NC(=CC1)[N+](=O)[O-] tert-butyl (R)-methyl(1-(6-nitropyridin-3-yl)piperidin-3-yl)carbamate